C(C)OCC(C)(C)N1CCNCC1 (ethoxy-2-methylpropan-2-yl)piperazine